1,3,4,5,6,7-hexamethyl-4,5,6,7-tetrahydroindenyl-tribenzyl-titanium CC1C(=C(C=2C(C(C(C(C12)C)C)C)C)C)[Ti](CC1=CC=CC=C1)(CC1=CC=CC=C1)CC1=CC=CC=C1